(sec-butylamino)methyldiallylsilane C(C)(CC)NC[SiH](CC=C)CC=C